CNS(=O)(=O)C1=CC(=C(C=C1)NCC1=CC=C(C=C1)OC(F)(F)F)C=1N=CN(C1)C N-methyl-3-(1-methylimidazol-4-yl)-4-[[4-(trifluoromethoxy)phenyl]methylamino]benzenesulfonamide